(3S)-N-(3-[2-[(1,3-dihydroxypropan-2-yl)amino]-6-(morpholin-4-yl)pyridin-4-yl]-4-methylphenyl)-3-(2,2,2-trifluoroethyl)pyrrolidine-1-carboxamide OCC(CO)NC1=NC(=CC(=C1)C=1C=C(C=CC1C)NC(=O)N1C[C@@H](CC1)CC(F)(F)F)N1CCOCC1